3-(phenylamino)-1-styryl-2-propen-1-one C1(=CC=CC=C1)NC=CC(=O)C=CC1=CC=CC=C1